(S)-3-Methyl-6-(1'-(oxetane-3-yl)-3H-spiro[benzofuran-2,4'-piperidin]-5-yl)-3,4-dihydropyridine-1(2H)-carboxylic acid tert-butyl ester C(C)(C)(C)OC(=O)N1C[C@H](CC=C1C=1C=CC2=C(CC3(CCN(CC3)C3COC3)O2)C1)C